(6-chloro-4-(isopropylamino)-3-pyridinyl)-1-morpholino-hept-6-yn-1-one ClC1=CC(=C(C=N1)C(C(=O)N1CCOCC1)CCCC#C)NC(C)C